4-((2-cyanoethyl)(phenyl)amino)-6-(4-(4-fluorophenoxy)phenyl)picolinic acid C(#N)CCN(C1=CC(=NC(=C1)C1=CC=C(C=C1)OC1=CC=C(C=C1)F)C(=O)O)C1=CC=CC=C1